NC1=NC(=NN1S(=O)(=O)C1=C(N=C2SC=CN21)Cl)NC=2C=C(C(C#N)=CC2)C#N 4-[[5-amino-1-(6-chloroimidazo[2,1-b]thiazol-5-yl)sulfonyl-1,2,4-triazol-3-yl]amino]-phthalonitrile